4-methyl-3-((2-oxopyrrolidin-1-yl)methyl)-6-(trifluoromethyl)pyridin CC1=C(C=NC(=C1)C(F)(F)F)CN1C(CCC1)=O